Triazepane N1NNCCCC1